[K+].FC1(OC(OC1(F)F)(C(F)(F)F)C(=O)[O-])C(F)(F)F perfluoro(2,4-dimethyl-1,3-dioxolane-2-yl)carboxylic acid potassium salt